CN1N=CC=2C1=NC=C(C2)NC(=O)C=2C=NN(C2C(F)(F)F)C2=C1C=CC=NC1=CC=C2 N-(1-Methyl-1H-pyrazolo[3,4-b]pyridin-5-yl)-1-(chinolin-5-yl)-5-(trifluoromethyl)-1H-pyrazol-4-carboxamid